N-Methoxy-N-Methyl-2-(Trifluoromethyl)-1,8-Naphthyridine-3-Carboxamide CON(C(=O)C=1C(=NC2=NC=CC=C2C1)C(F)(F)F)C